O1CCC(CC1)OC1CCC(CC1)C(=O)OC methyl (1r,4r)-4-(oxan-4-yloxy)cyclohexane-1-carboxylate